(S)-(1-methylpyrrolidine-2-yl)methanol CN1[C@@H](CCC1)CO